ClC=1C=C2C(=NC1O)C(=C(N2C)C2=NC(=NN2)C(F)(F)F)C=2C=NNC2 6-chloro-1-methyl-3-(1H-pyrazol-4-yl)-2-(3-(trifluoromethyl)-1H-1,2,4-triazol-5-yl)-1H-pyrrolo[3,2-b]pyridin-5-ol